5-chloro-3-sulfinyl-thiophene-2-carboxylic acid ClC1=CC(C(S1)C(=O)O)=S=O